C(O)(O)=O.BrCCCCC 5-bromopentan carbonate